tert-butyl N-[(2R)-1-cyclopropoxy-3-hydroxypropan-2-yl]carbamate C1(CC1)OC[C@@H](CO)NC(OC(C)(C)C)=O